C(C1=CC=CC=C1)C=1C(=NN(C1C(=O)NC1=C(C=C(C=C1/C=N/O)F)F)C1=NC=CC=C1Cl)C (E)-4-benzyl-1-(3-chloropyridin-2-yl)-N-(2,4-difluoro-6-((hydroxyimino)methyl)phenyl)-3-methyl-1H-pyrazole-5-carboxamide